ClC=1C(=C(C=CC1)NC1=C(C(=O)OC)C=C(C(=C1)C(F)(F)F)F)C=O methyl 2-((3-chloro-2-formylphenyl)amino)-5-fluoro-4-(trifluoromethyl)benzoate